[Na+].ClC1=CC=C2C=CC(=NC2=C1)/C=C/C=1C=C(C=CC1)[C@@H](CCC1=C(C=CC=C1)C(C)(C)O)SCC1(CC1)CC(=O)[O-] (R,E)-2-(1-((1-(3-(2-(7-chloroquinolin-2-yl)vinyl)phenyl)-3-(2-(2-hydroxypropan-2-yl)phenyl)propylthio)-methyl)cyclopropyl)acetic acid monosodium salt